5-(3,5-dimethylphenyl)-4H-1,2,4-triazole CC=1C=C(C=C(C1)C)C=1NC=NN1